(S)-N-((S)-(3-chloro-2,4-difluorophenyl)(2-(difluoromethoxy)pyrimidin-5-yl)methyl)-2-oxoimidazolidine-4-carboxamide ClC=1C(=C(C=CC1F)[C@@H](NC(=O)[C@H]1NC(NC1)=O)C=1C=NC(=NC1)OC(F)F)F